(R)- and (S)-N-(1-(1-(2,4-bis(trifluoromethyl)phenyl)ethyl)-1H-pyrazol-4-yl)-5-(3-chloropyridin-2-yl)isoxazole-3-carboxamide FC(C1=C(C=CC(=C1)C(F)(F)F)[C@@H](C)N1N=CC(=C1)NC(=O)C1=NOC(=C1)C1=NC=CC=C1Cl)(F)F |r|